O1COC2=C1C=CC(=C2)CC(=O)NCCCC2=CC=C(C=C2)C=2C=C1C=NN(C1=CC2)C 2-(benzo[d][1,3]dioxol-5-yl)-N-(3-(4-(1-methyl-1H-indazol-5-yl)phenyl)propyl)acetamide